(R)-7-((2-((tert-butyldiphenylsilyl)oxy)ethyl)sulfonyl)-2-(3-(2-methoxy-2-oxoethyl)phenyl)-2,6,6-trimethylheptanoic acid [Si](C1=CC=CC=C1)(C1=CC=CC=C1)(C(C)(C)C)OCCS(=O)(=O)CC(CCC[C@](C(=O)O)(C)C1=CC(=CC=C1)CC(=O)OC)(C)C